4-amino-5-methyl-1,2,4-triazole-3-thiol NN1C(=NN=C1C)S